Methyl (2S)-2-((2-(6,8-Difluoro-1-carbonyl-2,3,3a,4-tetrahydro-1H-benzo[b]pyrrolo[1,2-d][1,4]oxazin-7-yl)-7-methylimidazo[1,2-a]pyridin-3-yl)methyl)morpholine-4-carboxylate FC1=C(C(=CC2=C1OCC1N2C(CC1)=C=O)F)C=1N=C2N(C=CC(=C2)C)C1C[C@H]1CN(CCO1)C(=O)OC